[1-(pyridin-2-ylmethyl)-1H-indole-3-carbonyl]Glycine methyl ester COC(CNC(=O)C1=CN(C2=CC=CC=C12)CC1=NC=CC=C1)=O